N-(6-(6,6-difluoro-3-azabicyclo[3.1.0]hexan-3-yl)-2,2-dimethyl-2,3-dihydrobenzofuran-5-yl)pyrazolo[1,5-a]pyrimidine-3-carboxamide FC1(C2CN(CC12)C1=CC2=C(CC(O2)(C)C)C=C1NC(=O)C=1C=NN2C1N=CC=C2)F